N1(CCCC1)C1C(OC(C1)=O)=O 3-pyrrolidinyl-3,4-dihydrofuran-2,5-dione